COC([C@H](CC(=C)C)NC(=O)OC(C)(C)C)=O (S)-2-((tert-butoxycarbonyl)amino)-4-methylpent-4-enoic acid methyl ester